(3-cyanophenyl)-N-(3-(((cyclopropylmethyl)amino)(pyridin-3-yl)methyl)phenyl)-3-(trifluoromethyl)-1H-pyrazole-5-carboxamide C(#N)C=1C=C(C=CC1)N1N=C(C=C1C(=O)NC1=CC(=CC=C1)C(C=1C=NC=CC1)NCC1CC1)C(F)(F)F